OCCN(C(CO)(CO)CO)CCO 2-di(2-hydroxyethyl)amino-2-hydroxymethyl-1,3-propanediol